calcium sulfenyl-bis(dodecylphenol) salt S(C1=C(C=CC=C1CCCCCCCCCCCC)O)C1=C(C=CC=C1CCCCCCCCCCCC)O.[Ca]